3,3-bis(4-hydroxy-3-tert-butylphenyl)butyric acid OC1=C(C=C(C=C1)C(CC(=O)O)(C)C1=CC(=C(C=C1)O)C(C)(C)C)C(C)(C)C